NCC=1C(=C(C=CC1)CC=1C(OC2=CC(=CC=C2C1C)OC1=NC=CC=C1F)=O)F 3-[[3-(aminomethyl)-2-fluoro-phenyl]methyl]-7-[(3-fluoro-2-pyridinyl)oxy]-4-methyl-chromen-2-one